CC=1C=C(C(=O)N2CCN(CC2)C(\C=C\C2=C(C=C(C=C2)O)O)=O)C=CC1 (E)-1-(4-(3-methylbenzoyl)piperazin-1-yl)-3-(2,4-dihydroxyphenyl)prop-2-en-1-one